C(C1=CC=CC=C1)OC(=O)N1[C@H](CN(CC1)C1=C(C(=NC2=C(C(=C(C=C12)Cl)Br)F)O)C#N)CC#N (S)-4-(7-bromo-6-chloro-3-cyano-8-fluoro-2-hydroxyquinolin-4-yl)-2-(cyanomethyl)piperazine-1-carboxylic acid benzyl ester